F[P-](F)(F)(F)(F)F.N1(N=NC2=C1C=CC=C2)[P+](N(C)C=O)(N(C)C)N(C)C 1H-benzotriazol-1-yl-oxo-tris(dimethylamino)phosphonium hexafluorophosphate